ClC=1C=NN2C1N=C(N=C2NC=2C=NN(C2)C2CCN(CC2)C2CCOCC2)C2=C(C=CC=C2Cl)Cl 8-chloro-2-(2,6-dichlorophenyl)-N-(1-(1-(tetrahydro-2H-pyran-4-yl)piperidin-4-yl)-1H-pyrazol-4-yl)pyrazolo[1,5-a][1,3,5]triazin-4-amine